6-(5-chloro-2-fluorophenyl)-3-[3-(methoxycarbonyl)azetidin-1-yl]pyridazine-4-carboxylic acid trifluoroacetic acid salt FC(C(=O)O)(F)F.ClC=1C=CC(=C(C1)C1=CC(=C(N=N1)N1CC(C1)C(=O)OC)C(=O)O)F